[Si](C)(C)(C(C)(C)C)OC[C@@H](C1=CC(=CC=C1)C(C)(F)F)N[S@@](=O)C(C)(C)C (S)-N-((R)-2-((tert-butyldimethylsilyl)oxy)-1-(3-(1,1-difluoroethyl)phenyl)ethyl)-2-methylpropane-2-sulfinamide